C(C)(C)C=1OC(=C(N1)C)C=O (2-isopropyl-4-methyloxazol-5-yl)methanone